CN(C1CC(C1)[C@@H](C(C)C)N1CC2(C1)CCN(C2)C=2N=CN=NC2OC2=C(C=C(C=C2)F)N2C(=NN=C2C)C2CC2)C N,N-dimethyl-3-[(1R)-1-[7-[6-[2-(3-cyclopropyl-5-methyl-1,2,4-triazol-4-yl)-4-fluoro-phenoxy]-1,2,4-triazin-5-yl]-2,7-diazaspiro[3.4]octan-2-yl]-2-methyl-propyl]cyclobutanamine